CN1CC(N(CC1)C1=CC2=C(C=C(S2)C(=O)O)C=C1)=O 6-(4-methyl-2-oxopiperazine-1-yl)-1-benzothiophene-2-carboxylic acid